ClC1=NC2=CC=C(C=C2C(=N1)N1[C@H](CN(CC1)C(=O)OC(C)(C)C)C1=CC=CC=C1)C=1C(=NOC1C)C tert-butyl (S)-4-(2-chloro-6-(3,5-dimethylisoxazol-4-yl) quinazolin-4-yl)-3-phenylpiperazine-1-carboxylate